6-(2-Fluoro-5-methoxyphenyl)-N-[(2-oxo-1H-pyridin-3-yl)sulfonyl]-2-[(4S)-2,2,4-trimethylpyrrolidin-1-yl]pyridin-3-carboxamid FC1=C(C=C(C=C1)OC)C1=CC=C(C(=N1)N1C(C[C@@H](C1)C)(C)C)C(=O)NS(=O)(=O)C=1C(NC=CC1)=O